C(C)(C)(C)OC(=O)N(C(OC(C)(C)C)=O)C1=C(C(=CC(=C1)F)F)[N+](=O)[O-] tert-butyl N-tert-butoxycarbonyl-N-(3,5-difluoro-2-nitro-phenyl)carbamate